N-phenylnaphtho[1,2-b]benzofuran-9-amine C1(=CC=CC=C1)NC1=CC2=C(C3=C(O2)C=2C=CC=CC2C=C3)C=C1